OC(C#CC1=CC2=C(OC[C@@H](C(N2C)=O)NC(C(=O)NCCC2=CC=CC=C2)=O)C=C1)(C)C (S)-N1-(7-(3-hydroxy-3-methylbut-1-yn-1-yl)-5-methyl-4-oxo-2,3,4,5-tetrahydrobenzo[b][1,4]oxazepin-3-yl)-N2-phenethyloxalamide